4-(5,6,7,8-tetrahydro-1,8-naphthyridin-2-yl)butanamide N1=C(C=CC=2CCCNC12)CCCC(=O)N